CNC=1C=2C=NC=3NC4=CC=CC(OCCOCCC=5N(N=C(C(=CN1)C2C3)C5)C)=N4 N,4-dimethyl-8,11-dioxa-3,4,17,19,23,27-hexazapentacyclo[16.6.2.12,5.112,16.021,25]octacosa-1(24),2,5(28),12(27),13,15,18(26),19,21(25),22-decaen-22-amine